C(CCC)[PH2+][2H] n-butyl-phosphonium-d